CC=1C(=C(C(=O)O)C=C(C1N1C[C@H](CCC1)NC(=O)OC(C)(C)C)F)N.COC1=C2C(C=C(OC2=CC(=C1OC)OC)C1=CC=CC=C1)=O 5,6,7-trimethoxyflavone methyl-(S)-2-amino-4-(3-((tert-butoxycarbonyl)amino)piperidin-1-yl)-5-fluorobenzoate